2-((3,5-dicyano-4-ethyl-6-(4-(oxazol-2-ylmethyl)piperazin-1-yl)pyridin-2-yl)thio)-2-phenylacetamide C(#N)C=1C(=NC(=C(C1CC)C#N)N1CCN(CC1)CC=1OC=CN1)SC(C(=O)N)C1=CC=CC=C1